N,N-bis(3-methoxybenzyl)aniline COC=1C=C(CN(C2=CC=CC=C2)CC2=CC(=CC=C2)OC)C=CC1